5-((2-((4-(((Benzyloxy)carbonyl)amino)butyl)(tert-butoxycarbonyl)amino)ethyl)amino)benzo[c][2,6]naphthyridine-8-carboxylic acid C(C1=CC=CC=C1)OC(=O)NCCCCN(CCNC1=NC2=C(C3=CN=CC=C13)C=CC(=C2)C(=O)O)C(=O)OC(C)(C)C